N1(C=CC=C1)C=1SC2=C(N1)OC=1C=CC=CC1C2=O 2-(1H-pyrrol-1-yl)-9H-chromeno[2,3-d]thiazol-9-one